(S)-1-(3-acetylphenyl)-3-(3-(1-methoxypropan-2-yl)-2,4-dioxo-1-(2-(piperidin-1-yl)ethyl)-1,2,3,4-tetrahydroquinazolin-6-yl)urea C(C)(=O)C=1C=C(C=CC1)NC(=O)NC=1C=C2C(N(C(N(C2=CC1)CCN1CCCCC1)=O)[C@H](COC)C)=O